OC=1C=C2NC=C(C[C@H](N)C(=O)O)C2=CC1 6-hydroxy-tryptophan